Cl.Cl.ClC=1C=C(C(=C(C1)O)C1=CC2=C(N=N1)N(C=C2)CCN2CCN(CC2)C)C 5-Chloro-3-methyl-2-{7-[2-(4-methylpiperazin-1-yl)ethyl]-7H-pyrrolo[2,3-c]pyridazin-3-yl}phenol dihydrochloride